2,6-dimethoxycarbonylphenyl-3,5-dibutyl-4-pyrone COC(=O)C1=C(C(=CC=C1)C(=O)OC)C=1OC=C(C(C1CCCC)=O)CCCC